OCC=1C(=NN(C1OC(F)F)C)C(F)(F)F 4-hydroxymethyl-5-(difluoromethoxy)-1-methyl-3-(trifluoromethyl)-1H-pyrazole